CC(COC(=O)C1=C([C@@]2(N(N(C1=O)CC1=CC(=C(C=C1)OCC1=CC=CC=C1)Cl)CCC2)C)O)C (4aR)-1-[(3-chloro-4-phenylmethoxyphenyl)methyl]-4-hydroxy-4a-methyl-2-oxo-6,7-dihydro-5H-pyrrolo[1,2-b]pyridazine-3-carboxylic acid 2-methylpropyl ester